[14C]-leucine N[14C@@H](CC(C)C)C(=O)O